2-((4-fluoro-2-methylphenyl)-amino)-N-(2-methoxypyrimidin-5-yl)-4-(trifluoromethyl)-benzamide FC1=CC(=C(C=C1)NC1=C(C(=O)NC=2C=NC(=NC2)OC)C=CC(=C1)C(F)(F)F)C